triphenylsulfonium C1(=CC=CC=C1)[S+](C1=CC=CC=C1)C1=CC=CC=C1